OC1(CN(CC1)C(=O)OCC1=CC=CC=C1)C1C(N(CC1)CC1=CC=C(C=C1)OC)=O benzyl 3-hydroxy-1'-(4-methoxybenzyl)-2'-oxo-[3,3'-bipyrrolidine]-1-carboxylate